N-((6-(4-fluorophenyl)-4-(5-methyl-2H-tetrazol-2-yl)pyridin-3-yl)methyl)acrylamide FC1=CC=C(C=C1)C1=CC(=C(C=N1)CNC(C=C)=O)N1N=C(N=N1)C